FC1=C(N)C=C(C(=C1)C)B1OC(C(O1)(C)C)(C)C 2-fluoro-4-methyl-5-(4,4,5,5-tetramethyl-1,3,2-dioxaborolan-2-yl)aniline